CN1C2=C(OC[C@@H](C1=O)NC(=O)C1=NN3C(C=CC=C3C3CCOCC3)=N1)C=CC=C2 (S)-N-(5-methyl-4-oxo-2,3,4,5-tetrahydrobenzo[b][1,4]oxazepin-3-yl)-5-(tetrahydro-2H-pyran-4-yl)-[1,2,4]triazolo[1,5-a]pyridine-2-carboxamide